5-(Hydroxymethyl)-1-isopropyl-N'-((3-methyl-2-(trifluoromethyl)-6,7-dihydro-5H-cyclopenta[b]pyridin-4-yl)carbamoyl)-1H-pyrazole-3-sulfonimidamide OCC1=CC(=NN1C(C)C)S(=O)(N)=NC(NC1=C2C(=NC(=C1C)C(F)(F)F)CCC2)=O